CC(CCCC(OCC1=CC=CC=C1)OC(CCCC(CC(CC(CC(CCC)C)C)C)C)OCC1=CC=CC=C1)CC(CC(CC(CCC)C)C)C 4,6,8,10-tetramethyltridecylbenzyloxymethyl ether